(2S,3R)-2-methyl-3-[(pyridin-2-yl)amino]-butanoic acid C[C@H](C(=O)O)[C@@H](C)NC1=NC=CC=C1